(2-(4-Fluorophenyl)-1-methyl-1H-imidazo[4,5-b]pyrazin-6-yl)((1R,5S,6r)-6-(((2-(trifluoromethyl)pyridin-3-yl)oxy)methyl)-3-azabicyclo[3.1.0]hexan-3-yl)methanone FC1=CC=C(C=C1)C1=NC=2C(=NC(=CN2)C(=O)N2C[C@H]3C([C@H]3C2)COC=2C(=NC=CC2)C(F)(F)F)N1C